(2,4-difluoro-phenyl)methanamine FC1=C(C=CC(=C1)F)CN